Methyl (benzyl(1,3-dioxoisoindolin-2-yl)carbamoyl)-L-methioninate C(C1=CC=CC=C1)N(C(=O)N[C@@H](CCSC)C(=O)OC)N1C(C2=CC=CC=C2C1=O)=O